O=C1C2N(N(C1C=C2)C(=O)OCC)C(=O)OCC diethyl 2,3-diaza-7-oxo-bicyclo[2.2.1]hept-5-ene-2,3-dicarboxylate